2-(2-amino-6-((4-aminophenyl)amino)-9H-purin-9-yl)-N-(5-(benzyloxy)-1H-pyrazol-3-yl)acetamide NC1=NC(=C2N=CN(C2=N1)CC(=O)NC1=NNC(=C1)OCC1=CC=CC=C1)NC1=CC=C(C=C1)N